7-(acrylamidomethyl)-2-(4-(benzyloxy)-3-methoxyphenyl)-4,5,6,7-tetrahydropyrazolo[1,5-a]pyrimidine-3-carboxamide C(C=C)(=O)NCC1CCNC=2N1N=C(C2C(=O)N)C2=CC(=C(C=C2)OCC2=CC=CC=C2)OC